(4-(4-amino-3-(4-phenoxyphenyl)-1H-pyrazolo[3,4-d]pyrimidin-1-yl)-2,2-dimethylpiperidin-1-yl)(1H-1,2,4-triazol-1-yl)methanone NC1=C2C(=NC=N1)N(N=C2C2=CC=C(C=C2)OC2=CC=CC=C2)C2CC(N(CC2)C(=O)N2N=CN=C2)(C)C